C(C)OC(=O)C=1C(N(C(N(C1)C(C)C)=O)C1=CC=C(C=C1)C)=O 1-Isopropyl-3-(4-methylphenyl)-2,4-dioxo-1,2,3,4-tetrahydropyrimidine-5-carboxylic acid ethyl ester